(Z)-2-(3-((((amino(1-(o-tolyl)cyclopropyl)methylene)amino)oxy)carbonyl)-5-(difluoromethyl)-1H-pyrazol-1-yl)-N,N-dimethylacetamide N\C(\C1(CC1)C1=C(C=CC=C1)C)=N/OC(=O)C1=NN(C(=C1)C(F)F)CC(=O)N(C)C